ClC1=CC=C(OC2=CC(=C(\C=C/3\C(=C(C4=CC(=CC=C34)F)CC(=O)O)C)C=C2)O)C=C1 (Z)-2-(1-(4-(4-chlorophenoxy)-2-hydroxybenzylidene)-5-fluoro-2-methyl-1H-inden-3-yl)acetic acid